FC1=CC2=C(N(C(C(N2C)=O)=O)C2CCN(CC2)C2=NC=C(C=N2)COCC(=O)O)N=C1 2-((2-(4-(7-fluoro-1-methyl-2,3-dioxo-2,3-dihydropyrido[2,3-b]pyrazine-4(1H)-yl)piperidin-1-yl)pyrimidin-5-yl)methoxy)acetic acid